2,3-Dihydro-1H-inden-4-yl 4-[2-(4-fluorophenyl)-4-oxo-1,3-thiazolidin-3-yl]-3-methylbenzoate FC1=CC=C(C=C1)C1SCC(N1C1=C(C=C(C(=O)OC2=C3CCCC3=CC=C2)C=C1)C)=O